ClC1=CC=C2CCCC(C2=C1)C=O 7-chloro-1,2,3,4-tetrahydronaphthalene-1-carbaldehyde